FC1CN(C1)C1=NC=CC(=C1)CN (2-(3-Fluoroazetidin-1-yl)pyridin-4-yl)methanamine